(2R,4aS,6aR,6aS,14aS,14bR)-10-hydroxy-2,4a,6a,6a,9,14a-hexamethyl-11-oxo-1,3,4,5,6,13,14,14b-octahydropicene-2-carboxylic acid CC1=C(C(=O)C=C2C1=CC=C3[C@]2(CC[C@@]4([C@@]3(CC[C@@]5([C@H]4C[C@](CC5)(C)C(=O)O)C)C)C)C)O